FC([C@@H]1C[C@H](N(C1)C(=O)OCC1=CC=CC=C1)C(=O)OC)(F)F 1-Benzyl 2-methyl (2S,4R)-4-(trifluoromethyl)pyrrolidine-1,2-dicarboxylate